ClC1=CC=C(CN(C(=O)[C@H]2[C@@H](CCC2)S(=O)(=O)C2=CC=C(C)C=C2)[C@@H]2C[C@@H](CC2)C#N)C=C1 |o1:24,26| (1S,2R)-N-(4-chlorobenzyl)-N-((1S*,3R*)-3-cyanocyclopentyl)-2-tosylcyclopentane-1-carboxamide